N-((4-((5-fluoropyridin-2-yl)oxy)-3-methylphenyl)carbamoyl)-1-methoxycyclopropane-1-carboxamide FC=1C=CC(=NC1)OC1=C(C=C(C=C1)NC(=O)NC(=O)C1(CC1)OC)C